3-(bromoacetyl)pyridine hydrogen bromide Br.BrCC(=O)C=1C=NC=CC1